C(C)C=1N(C=CN1)CC#N 2-(2-ethyl-1H-imidazol-1-yl)acetonitrile